rac-2-bromo-4-chloro-6-fluoro-3-((1R,2R)-2-methylcyclopropyl)benzaldehyde BrC1=C(C=O)C(=CC(=C1[C@H]1[C@@H](C1)C)Cl)F |r|